(4-((R)-2-hydroxy-3-(4H-1,2,4-triazol-4-yl)propoxy)phenyl)methanone O[C@@H](COC1=CC=C(C=C1)C=O)CN1C=NN=C1